FC1(CCC(CC1)[C@H](NC(=O)C1=CC=NN1CC)C=1N=C2N(N=C(C=N2)C[C@@H]2C(NC[C@H](C2)C(F)(F)F)=O)C1)F N-((1S)-(4,4-difluorocyclohexyl)(2-(((3R,5S)-2-oxo-5-(trifluoromethyl)piperidin-3-yl)methyl)imidazo[1,2-b][1,2,4]triazin-6-yl)methyl)-1-ethyl-1H-pyrazole-5-carboxamide